5-[(2-chlorophenyl)methyl]-4-[(4,4-difluorocyclohexyl)methyl]-2-ethyl-2,4-dihydro-3H-1,2,4-triazol-3-one ClC1=C(C=CC=C1)CC=1N(C(N(N1)CC)=O)CC1CCC(CC1)(F)F